1,20-diaminoeicosane NCCCCCCCCCCCCCCCCCCCCN